2-Amino-5-fluorobenzoic acid NC1=C(C(=O)O)C=C(C=C1)F